methyl (2,6-dihydroxy-3'-methyl-4-pentyl-[1,1'-biphenyl]-3-carbonyl)-D-prolinate OC1=C(C(=CC(=C1C(=O)N1[C@H](CCC1)C(=O)OC)CCCCC)O)C1=CC(=CC=C1)C